3-ethyl-2-methyl-[[4-[5-(trifluoromethyl)-1,2,4-oxadiazol-3-yl]phenyl]methyl]propionamide C(C)CC(C(=O)N)(C)CC1=CC=C(C=C1)C1=NOC(=N1)C(F)(F)F